N-(5-(((2r,5's)-5-(dimethylamino)-5'-methyl-3H-spiro[furo[2,3-c]pyridin-2,3'-pyrrolidin]-1'-yl)methyl)-4-fluorothiazol-2-yl)acetamide CN(C=1C=C2C(=CN1)O[C@]1(CN([C@H](C1)C)CC1=C(N=C(S1)NC(C)=O)F)C2)C